N,N-dimethylhexadecyl-amine CN(C)CCCCCCCCCCCCCCCC